2-(3-chloro-4-methylphenyl)-N-((5-(2,6-dioxopiperidin-3-yl)-4-oxo-5,6-dihydro-4H-thieno[3,4-c]pyrrol-1-yl)methyl)propanamide ClC=1C=C(C=CC1C)C(C(=O)NCC=1SC=C2C1CN(C2=O)C2C(NC(CC2)=O)=O)C